OCC(CO)(CO)NCC(CS(=O)(=O)O)O 3-{[1,3-Dihydroxy-2-(hydroxymethyl)-2-propanyl]amino}-2-hydroxy-1-propanesulfonic acid